(S)-2-amino-3-methoxypropan-1-ol hydrochloride Cl.N[C@@H](CO)COC